3-amino-1-(2-((6-amino-9H-purin-9-yl)methyl)-3-bromo-4-(trifluoromethyl)phenyl)-N-(2-cyanoethyl)pyrrolidine-3-carboxamide NC1(CN(CC1)C1=C(C(=C(C=C1)C(F)(F)F)Br)CN1C2=NC=NC(=C2N=C1)N)C(=O)NCCC#N